NC1=NC2=CC=C(C(=C2C=N1)F)C=1C(=C(C=CC1F)NS(=O)(=O)C=1C=2CC[C@H](C2C=C(C1)Cl)O)F (1R)-N-(3-(2-amino-5-fluoroquinazolin-6-yl)-2,4-difluorophenyl)-6-chloro-1-hydroxy-2,3-dihydro-1H-indene-4-sulfonamide